benzyl (1,3-bis(3-aminopropoxy)-2-((3-aminopropoxy)methyl)propan-2-yl)carbamate NCCCOCC(COCCCN)(COCCCN)NC(OCC1=CC=CC=C1)=O